BrC=1C(=C(C=CC1)NC(CN(C(CN1N=C(C2=CC=CC=C12)C(=O)N)=O)C1CC1)=O)F 1-(2-((2-(3-bromo-2-fluorophenylamino)-2-oxoethyl)(cyclopropyl)amino)-2-oxoethyl)-1H-indazole-3-carboxamide